(R)-methyl 2-(N-(2-benzyl-2-azaspiro[4.5]decan-8-yl)-2,2,2-trifluoroacetamido)-6-(dimethylamino)hexanoate C(C1=CC=CC=C1)N1CC2(CC1)CCC(CC2)N(C(C(F)(F)F)=O)[C@@H](C(=O)OC)CCCCN(C)C